(R)-3-amino-6-(1-methyl-1H-benzo[D]imidazol-6-yl)-N-((1-methylpyrrolidin-2-yl)methyl)-5-(2H-1,2,3-triazol-2-yl)pyrazine-2-carboxamide NC=1C(=NC(=C(N1)N1N=CC=N1)C=1C=CC2=C(N(C=N2)C)C1)C(=O)NC[C@@H]1N(CCC1)C